(1S,2R,4R)-4-(4-{[(2,4-dimethoxyphenyl)methyl]amino}-5-(1-methyl-1H-pyrazol-3-yl)-7H-pyrrolo[2,3-d]pyrimidin-7-yl)-2-(hydroxymethyl)cyclopentan-1-ol COC1=C(C=CC(=C1)OC)CNC=1C2=C(N=CN1)N(C=C2C2=NN(C=C2)C)[C@@H]2C[C@@H]([C@H](C2)O)CO